O1C=C(C=C1)C=CC(=O)N(C1=CC=CC=C1)C1=CC=CC=C1 3-(furan-3-yl)-N,N-diphenylacrylamide